2-chloro-1-(4-methylpiperazino)ethanone ClCC(=O)N1CCN(CC1)C